5-((4-(3-bromo-4-chloropyridin-2-yl)piperazin-1-yl)methyl)-2-(2,4-dioxotetrahydropyrimidine-1(2H)-yl)isoindoline-1,3-dione BrC=1C(=NC=CC1Cl)N1CCN(CC1)CC=1C=C2C(N(C(C2=CC1)=O)N1C(NC(CC1)=O)=O)=O